2-(2-amino-3-fluoropyridin-4-yl)-3-[(3-chloro-2-methoxyphenyl)amino]-1H,5H,6H,7H-pyrrolo[3,2-c]pyridin-4-one NC1=NC=CC(=C1F)C1=C(C=2C(NCCC2N1)=O)NC1=C(C(=CC=C1)Cl)OC